N-(1-methylcyclohexyl)-2-((7-(4,4,5,5-tetramethyl-1,3,2-dioxaborolan-2-yl)naphthalen-2-yl)oxy)acetamide CC1(CCCCC1)NC(COC1=CC2=CC(=CC=C2C=C1)B1OC(C(O1)(C)C)(C)C)=O